tert-butyl 4-(1-benzyl-5-(2-(benzyloxy)-2-oxoethyl)-1H-1,2,3-triazol-4-yl)piperazine-1-carboxylate C(C1=CC=CC=C1)N1N=NC(=C1CC(=O)OCC1=CC=CC=C1)N1CCN(CC1)C(=O)OC(C)(C)C